1-((2R,3S,4R,5R)-3,4-bis((tert-butyldimethylsilyl)oxy)-5-(((tert-butyldimethylsilyl)oxy)methyl)tetrahydrofuran-2-yl)-2-oxo-1,2-dihydropyrimidin-4-yl 2,4,6-triisopropylbenzenesulfonate C(C)(C)C1=C(C(=CC(=C1)C(C)C)C(C)C)S(=O)(=O)OC1=NC(N(C=C1)[C@@H]1O[C@@H]([C@H]([C@@H]1O[Si](C)(C)C(C)(C)C)O[Si](C)(C)C(C)(C)C)CO[Si](C)(C)C(C)(C)C)=O